diprenylglycerin C(C=C(C)C)C(C(C(O)CC=C(C)C)O)O